tert-butyl (8-(4-(((2-(2,6-dioxopiperidin-3-yl)-1,3-dioxoisoindolin-4-yl)amino)methyl)benzamido)octyl)carbamate O=C1NC(CCC1N1C(C2=CC=CC(=C2C1=O)NCC1=CC=C(C(=O)NCCCCCCCCNC(OC(C)(C)C)=O)C=C1)=O)=O